(2,2-dimethylpiperazin-1-yl)(2-(3-fluoro-2-hydroxyphenyl)-6a-methyl-5,6,6a,7,9,10-hexahydro-8H-pyrazino-[1',2':4,5]pyrazino[2,3-c]pyridazin-8-yl)methanone CC1(N(CCNC1)C(=O)N1CC2(N(C=3C(=NN=C(C3)C3=C(C(=CC=C3)F)O)NC2)CC1)C)C